C12CN(CC(CC1)N2)C2=NC(=NC1=C(C(=C(C=C21)C(F)(F)F)C2=CC=C(C=1SC(=C(C12)C#N)N)F)F)OCC1(COC1)OC 4-(4-(3,8-diazabicyclo[3.2.1]octan-3-yl)-8-fluoro-2-((3-methoxyoxetan-3-yl)methoxy)-6-(trifluoromethyl)quinazolin-7-yl)-2-amino-7-fluorobenzo[b]thiophene-3-carbonitrile